3-(6-Bromo-3-{[4-(4-fluoro-phenyl)-thiazol-2-yl]-methyl-amino}-imidazo[1,2-a]pyridin-2-yl)-acrylonitrile BrC=1C=CC=2N(C1)C(=C(N2)C=CC#N)N(C)C=2SC=C(N2)C2=CC=C(C=C2)F